ClC=1C=CC2=C(CCC=3C(=NC=CC3)C2)C1 8-Chloro-5,6-dihydro-11H-benzo[5,6]cyclohept[1,2-b]pyridine